CC1=C(OC2=C(C=C(C=C2C1=O)C)[C@@H](C)NC1=CC=C(C(=C1C1=NOC(N1)=O)F)F)C=1C=NC=CC1 3-[6-[[(1R)-1-[3,6-Dimethyl-4-oxo-2-(3-pyridyl)chromen-8-yl]ethyl]amino]-2,3-difluoro-phenyl]-4H-1,2,4-oxadiazol-5-one